F[C@H]1CNC[C@@H]1F |r| rac-(3S,4S)-3,4-difluoropyrrolidin